C(CCC)C1(OC(=O)C2=CC=CC=C12)O 3-butyl-3-hydroxyphthalide